2-({[5-methyl-2-(2-methylbiphenyl-3-yl)[1,2,4]triazolo[1,5-c]pyrimidin-7-yl]methyl}amino)ethanol CC1=NC(=CC=2N1N=C(N2)C=2C(=C(C=CC2)C2=CC=CC=C2)C)CNCCO